N1N=CC2=NC=CC(=C21)C=2C=CC(=NC2)NC(=O)C2(CN(CCC2)C#N)F N-(5-(1H-pyrazolo[4,3-b]pyridin-7-yl)pyridin-2-yl)-1-cyano-3-fluoropiperidine-3-carboxamide